N12CCCCCC2C1C(=O)[O-] azabicyclo[5.1.0]octane-8-carboxylate